(2R)-2-[4-bromo-2-(1,2-oxazol-5-yl)phenoxy]-3-fluoropropionic acid BrC1=CC(=C(O[C@H](C(=O)O)CF)C=C1)C1=CC=NO1